4-(6-chloro-4-(6,6-difluoro-1,4-diazepan-1-yl)-8-fluoro-2-(((2R,7aS)-2-fluorotetra-hydro-1H-pyrrolizin-7a(5H)-yl)methoxy)quinazolin-7-yl)naphthalen-2-ol ClC=1C=C2C(=NC(=NC2=C(C1C1=CC(=CC2=CC=CC=C12)O)F)OC[C@]12CCCN2C[C@@H](C1)F)N1CCNCC(C1)(F)F